[C@@]12([C@@](CC[C@H](C1(C)C)C2)(C)O)O (1S)-(1S,2S,3R,5S)-pinanediol